(E)-N1-(1-benzylpyrrolidin-3-yl)-N8-hydroxy-2-((naphthalen-1-yloxy)methyl)-2-octenediamide C(C1=CC=CC=C1)N1CC(CC1)NC(\C(=C\CCCCC(=O)NO)\COC1=CC=CC2=CC=CC=C12)=O